(S)-3-(4-fluoro-2-methylphenyl)prop-2-yn-1-amine FC1=CC(=C(C=C1)C#CCN)C